N,N-bis(cis-4-tert-butylcyclohexyl)-5-(cis-4-tert-butylcyclohexylcarbonylamino)-isophthalamide C(C)(C)(C)[C@H]1CC[C@H](CC1)N(C(C1=CC(C(=O)N)=CC(=C1)NC(=O)[C@@H]1CC[C@@H](CC1)C(C)(C)C)=O)[C@@H]1CC[C@@H](CC1)C(C)(C)C